2-(4-(methoxycarbonyl)-1-methyl-1H-pyrrol-2-yl)-2-oxoacetic acid COC(=O)C=1C=C(N(C1)C)C(C(=O)O)=O